C(#C)C=1C=CC(=NC1)C=O 5-ethynylpyridinecarbaldehyde